S1C(=NC2=C1C=CC=C2)C2=C(C=CC(=C2)[N+](=O)[O-])NC(C2=C(C(=C(C(=C2F)F)NCCCC)F)F)=O N-(2-(benzo[d]thiazol-2-yl)-4-nitrophenyl)-4-(butylamino)-2,3,5,6-tetrafluorobenzamide